FC1(CCN(CCC1)C1=NC=C(C=C1C(=O)NC1=NN(C2=CC=CC=C12)S(=O)(=O)C)C(F)(F)F)F 2-(4,4-difluoroazepan-1-yl)-N-[1-(methylsulfonyl)-1H-indazol-3-yl]-5-(trifluoromethyl)pyridine-3-carboxamide